(1S,4S)-5-(6-methoxypyridin-3-yl)-2,5-diazabicyclo[2.2.1]heptane-2-carboxylic acid tert-butyl ester C(C)(C)(C)OC(=O)N1[C@@H]2CN([C@H](C1)C2)C=2C=NC(=CC2)OC